(E)-Methyl 3-(4-amino-6-(3-(3-(3-phenylureido)phenyl)piperidin-1-yl)pyrimidin-5-yl)acrylate NC1=NC=NC(=C1/C=C/C(=O)OC)N1CC(CCC1)C1=CC(=CC=C1)NC(=O)NC1=CC=CC=C1